(Z)-1-(2-fluoro-4-(1-(4-methoxyphenyl)-1H-1,2,4-triazol-3-yl)phenyl)-3-(3-(5-methyl-2-(3,3,3-trifluoropropoxy)phenyl)-4-oxothiazolidin-2-ylidene)urea FC1=C(C=CC(=C1)C1=NN(C=N1)C1=CC=C(C=C1)OC)NC(=O)\N=C\1/SCC(N1C1=C(C=CC(=C1)C)OCCC(F)(F)F)=O